[Cl-].C(CC)N1CN(C=C1)C 1-n-propyl-3-methylimidazole chloride